5alpha-cholestan CC(C)CCC[C@@H](C)[C@H]1CC[C@H]2[C@@H]3CC[C@H]4CCCC[C@]4(C)[C@H]3CC[C@]12C